2-[2-(1-piperidinyl)ethoxy]ethyl-N-methyl-N-(2-aminoethyl)-amine N1(CCCCC1)CCOCCN(CCN)C